C[NH+](CC(COCCCCCCCCC=CCCCCCCCC)OCCCCCCCCC=CCCCCCCCC)C N,N-dimethyl-2,3-bis(9-octadecenyloxy)-1-propanaminium